[N+](=O)([O-])C1=C(C=CC(=C1)Cl)N=NC1=C(C(=CC(=C1)C(C)(C)C)C(C)(C)C)O 2-(2'-nitro-4'-chlorophenylazo)-4,6-di-tert-butylphenol